5-[1-(3,4-dimethylphenyl)pyrazolo[4,3-c]quinolin-3-yl]-2-methoxy-phenol CC=1C=C(C=CC1C)N1N=C(C=2C=NC=3C=CC=CC3C21)C=2C=CC(=C(C2)O)OC